O=C(CC1(NC2=CC=CC=C2C1=O)C1=CC=CC=C1)C1=CC=CC=C1 2-(2-oxo-2-phenylethyl)-2-phenylindol-3-one